BrC=1CC(C(=C2C=CC=CC12)C1=CC=C(C2=CC=CC=C12)Br)(O)O 4,4'-dibromo-2,2-dihydroxy-1,1'-binaphthyl